C(CCCCC)NC(=O)[C@H]1CN(CCCN1C(CCCCCCC)=O)C(=O)C=1C=C(C(=O)N2C[C@H]([C@@H](C2)C(=O)N[C@@H]2[C@H](C2)C2=CC=CC=C2)C(=O)N[C@@H]2[C@H](C2)C2=CC=CC=C2)C=CC1 |o1:9| (3S,4S)-1-(3-((R*)-3-(hexylcarbamoyl)-4-octanoyl-1,4-diazepane-1-carbonyl)benzoyl)-N3,N4-bis((1S,2R)-2-phenylcyclopropyl)pyrrolidine-3,4-dicarboxamide